1-((3S,4R)-3-((2-((1-ethyl-1H-pyrazol-4-yl)amino)-7H-pyrrolo[2,3-d]pyrimidin-4-yl)oxy)-4-fluoropiperidin-1-yl)prop-2-en-1-one tartrate C(=O)(O)C(O)C(O)C(=O)O.C(C)N1N=CC(=C1)NC=1N=C(C2=C(N1)NC=C2)O[C@H]2CN(CC[C@H]2F)C(C=C)=O